COC=1C=C2C(=CC=NC2=CC1OC)OC1=CC=C(C2=CC=CC=C12)[N+](=O)[O-] 6,7-dimethoxy-4-((4-nitronaphthalen-1-yl)oxy)quinoline